N1(CCN(CC1)CCSSCCCCN1C(CC1)(CCCCCCCCC(C)O)CCCCCCCCC(C)O)CCSSCCCCN1C(CC1)(CCCCCCCCC(C)O)CCCCCCCCC(C)O 1'''-((((piperazine-1,4-diylbis(ethane-2,1-diyl))bis(disulfanediyl))bis(butane-4,1-diyl))bis(azetidine-triyl))tetrakis(decan-2-ol)